tert-butyl N-(2-[[6-chloro-3-methyl-1-(oxan-2-yl)pyrazolo[3,4-d]pyrimidin-4-yl]amino]ethyl)-N-methylcarbamate ClC1=NC(=C2C(=N1)N(N=C2C)C2OCCCC2)NCCN(C(OC(C)(C)C)=O)C